methylsulfonyl-[3-[(1R)-3-(1-oxo-2,9-diazaspiro[4.5]decan-9-yl)-1-[[(6S)-6-tert-butyl-5,6,7,8-tetrahydrothieno[2,3-b]quinoline-2-carbonyl]amino]propyl]phenyl]azanide CS(=O)(=O)[N-]C1=CC(=CC=C1)[C@@H](CCN1CCCC2(CCNC2=O)C1)NC(=O)C1=CC=2C(=NC=3CC[C@@H](CC3C2)C(C)(C)C)S1